C[C@@H]1N(CCCC1)[C@@H]1COCC1 (2S,4S)-2-methyl-N-((S)-tetrahydrofuran-3-yl)piperidin